5-((5-(3-(4-ethylpyrimidin-2-yl)cyclopentyl)-1H-pyrazol-3-yl)amino)-4-fluoro-2,3-dihydrobenzo[d]isothiazole 1,1-dioxide C(C)C1=NC(=NC=C1)C1CC(CC1)C1=CC(=NN1)NC=1C=CC2=C(CNS2(=O)=O)C1F